Cl.O1N=CC=C1C1=C2CCO[C@@H](C2=CC=C1)CN (S)-(5-(Isoxazol-5-yl)isochroman-1-yl)methanamine hydrochloride salt